5-Hydroxy-6-methoxy-3',4'-methylenedioxyfurano[2'',3'':7,8]flavanone COC1=C(C2=C(C3=C1OC=C3)OC(CC2=O)C4=CC5=C(C=C4)OCO5)O